C1(CC1)CCCCCCCCCCCCCC(=O)NCCC[C@@H]1O[C@@H]([C@H]([C@H]1OC)O)CO 14-cyclopropyl-N-{3-[(2S,3R,4R,5R)-4-hydroxy-5-(hydroxymethyl)-3-methoxyoxolan-2-yl]propyl}tetradecanamide